(3R)-3-[N-methyl-3-(4-oxocyclohexyl)anilino]piperidine-2,6-dione CN(C1=CC(=CC=C1)C1CCC(CC1)=O)[C@H]1C(NC(CC1)=O)=O